The molecule is a branched octasaccharide comprising six D-arabinofuranose and two mannopyranose units, in an assembly consisting of two arabinose residues linked alpha(1->5), with alpha-mannosyl-(1->5)-alpha-arabinosyl-(1->2)-alpha-arabinosyl trisaccharide units linked to the 3- and 5-positions of the residue distal from the reducing-end residue. C([C@@H]1[C@H]([C@@H]([C@@H]([C@H](O1)OC[C@@H]2[C@H]([C@@H]([C@@H](O2)O[C@H]3[C@@H]([C@H](O[C@@H]3OC[C@@H]4[C@H]([C@@H]([C@H](O4)OC[C@@H]5[C@H]([C@@H](C(O5)O)O)O)O)O[C@@H]6[C@H]([C@@H]([C@H](O6)CO)O)O[C@H]7[C@H]([C@@H]([C@H](O7)CO[C@@H]8[C@H]([C@H]([C@@H]([C@H](O8)CO)O)O)O)O)O)CO)O)O)O)O)O)O)O